COC1=C(SC=C1)C(=O)NCC=1SC(=NN1)C1=CC=CC=C1 3-methoxy-N-[(5-phenyl-1,3,4-thiadiazol-2-yl)methyl]thiophene-2-carboxamide